BrC=1C=C(C(=NC1F)N(CC1=CC=C(C=C1)OC)CC1=CC=C(C=C1)OC)F 5-bromo-3,6-difluoro-N,N-bis(4-methoxybenzyl)pyridin-2-amine